(2-propenyl) 3-butenylphosphonate (2-propynyl)2-propenylphosphonate C(C#C)OP(O)(=O)CC=C.C(CC=C)P(OCC=C)(O)=O